N1CC=C2C(N=CC=C21)=O Dihydro-4H-pyrrolo[3,2-c]pyridin-4-one